FC(C1(CC1)C1=CC=C(S1)CC(=O)N)(F)F 5-(1-(trifluoromethyl)cyclopropyl)thiophen-2-ylAcetamide